N-((1r-4r)-4-aminocyclohexyl)-1-cyclopropyl-1H-1,2,3-triazole-4-carboxamide hydrochloride Cl.NC1CCC(CC1)NC(=O)C=1N=NN(C1)C1CC1